furo[3,2-c]pyridin-6-ylmethanamine O1C=CC=2C=NC(=CC21)CN